1,1-dioxidothietane O=S1(CCC1)=O